dieicosyl oxalate C(C(=O)OCCCCCCCCCCCCCCCCCCCC)(=O)OCCCCCCCCCCCCCCCCCCCC